C(C1=CC=CC=C1)OC1=CC(=C(C(=O)OC2=C(C(=C(C(=O)OC3=C(C(=C(C(=C3)C)C(=O)OC3=C(C(=C(C(=C3C)C)C(=O)OCOC)C)CC)O)C)C(=C2C)C)C)C)C(=C1)C)OC 4-((2-ethyl-4-((methoxymethoxy)carbonyl)-3,5,6-trimethylphenoxy)carbonyl)-3-hydroxy-2,5-dimethylphenyl 4-((4-(benzyloxy)-2-methoxy-6-methylbenzoyl)oxy)-2,3,5,6-tetramethylbenzoate